C(C1=CC=CC=C1)(=O)O[C@@H]1[C@H](S)O[C@H]([C@H]([C@H]1OC(C1=CC=CC=C1)=O)OC(C1=CC=CC=C1)=O)C 2,3,4-tri-O-benzoyl-1-thio-α-L-fucopyranose